S1CCN2CN=CC3=CC=CC1=C23 2,3-dihydro-5H-[1,4]thiazino[2,3,4-ij]quinazolin